Br.C(C=C)NCCCNCC=C 1,3-bis(allylamino)propane hydrobromide